NC1CCC=2C=C(C=3C=C(N=CC3C21)Cl)S(=O)(=O)NC(C(C)C)([2H])[2H] 9-amino-3-chloro-N-(1,1-dideuterio-2-methyl-propyl)-8,9-dihydro-7H-cyclopenta[h]isoquinoline-5-sulfonamide